N-(2-chloro-3'-(5-formyl-4-methoxymethylpyridinoylamino)-2'-methyl-[1,1'-biphenyl]-3-yl)-1,5-dimethyl-4,5,6,7-tetrahydro-1H-imidazo[4,5-c]pyridine-2-carboxamide ClC1=C(C=CC=C1NC(=O)C=1N(C2=C(CN(CC2)C)N1)C)C1=C(C(=CC=C1)NC(=O)C1=NC=C(C(=C1)COC)C=O)C